((R)-6-((1S,3R)-3-(((benzyloxy)carbonyl)amino)-1-isopropylcyclopentane-1-carbonyl)-3-(trifluoromethyl)-5,6,7,8-tetrahydro-1,6-naphthyridin-8-yl)carbamic acid tert-butyl ester C(C)(C)(C)OC(N[C@@H]1CN(CC=2C=C(C=NC12)C(F)(F)F)C(=O)[C@@]1(C[C@@H](CC1)NC(=O)OCC1=CC=CC=C1)C(C)C)=O